ClC=1C=C2C(=NC(=NC2=CC1)C)N1CC=2C=C(C=NC2CC1)C=1C=NN(C1)C1CC1 6-chloro-4-[3-(1-cyclopropylpyrazol-4-yl)-7,8-dihydro-5H-1,6-naphthyridin-6-yl]-2-methyl-quinazoline